1-(2,2-difluoroethyl)-3-methyl-imidazolium FC(CN1C=[N+](C=C1)C)F